3-(4-fluoro-3-(trifluoromethoxy)phenyl)propanoic acid FC1=C(C=C(C=C1)CCC(=O)O)OC(F)(F)F